2-((3-(pyrrolidin-1-yl)propanoyl)oxy)malonate N1(CCCC1)CCC(=O)OC(C(=O)[O-])C(=O)[O-]